[Si](C)(C)(C(C)(C)C)OCC=1C=C(C=CC1C)[C@@H](CC(=O)OCC)C1=C(C2=C(N(N=N2)CC)C=C1)C (R)-Ethyl 3-(3-(((tert-butyldimethylsilyl)oxy)methyl)-4-methylphenyl)-3-(1-ethyl-4-methyl-1H-benzo[d][1,2,3]triazol-5-yl)propanoate